Cetyl palmitate C(CCCCCCCCCCCCCCC)(=O)OCCCCCCCCCCCCCCCC